OCCOC(C=C)=O.P(O)(O)(O)=O phosphoric acid 2-hydroxyethyl-acrylate